FC=1C=C2C(=NC1)NC=C2C2CCN(CC2)C=2C=CC1=C(N=C(O1)N1CCOCC1)C2 5-(4-(5-fluoro-1H-pyrrolo[2,3-b]pyridin-3-yl)piperidin-1-yl)-2-morpholinobenzo[d]oxazole